N(=[N+]=[N-])C\C=C/COC(CC1=CC=C(C=C1)OC)=O (Z)-4-azidobut-2-en-1-yl-2-(4-methoxyphenyl)acetate